(2-(2-((6,6-dimethyl-2,4-dioxo-3-azabicyclo[3.1.0]hexan-3-yl)methyl)thieno[3,2-b]pyridin-7-yl)-4,6-dimethylpyridin-3-yl)azetidine-3-carboxamide 2,2,2-trifluoroacetate FC(C(=O)O)(F)F.CC1(C2C(N(C(C12)=O)CC1=CC2=NC=CC(=C2S1)C1=NC(=CC(=C1N1CC(C1)C(=O)N)C)C)=O)C